CN(CC(C1=CC=CC=C1)NC=1C(=C(C=CC1)S(=O)(=O)NC=1SC=CN1)F)C (2-(dimethylamino)-1-phenylethyl)amino-2-fluoro-N-(thiazol-2-yl)benzenesulfonamide